tert-Butyl (2S,3R)-3-{[(benzyloxy) carbonyl]amino}-2-({3-[(6-cyano-3-methylpyridin-2-yl)oxy]-2-fluorophenyl}methyl)-4,4-difluoropyrrolidine-1-carboxylate C(C1=CC=CC=C1)OC(=O)N[C@@H]1[C@@H](N(CC1(F)F)C(=O)OC(C)(C)C)CC1=C(C(=CC=C1)OC1=NC(=CC=C1C)C#N)F